3-(1,4-dimethyl-1H-benzo[d][1,2,3]triazol-5-yl)-2,2-dimethylpropanoic acid CN1N=NC2=C1C=CC(=C2C)CC(C(=O)O)(C)C